1-methylpyrazole-5-carboxamide CN1N=CC=C1C(=O)N